1,3-bis({[1-(4-chloro-3-fluorophenyl)-1H-1,2,3,4-tetrazol-5-yl]methyl})-1-methylurea ClC1=C(C=C(C=C1)N1N=NN=C1CN(C(=O)NCC1=NN=NN1C1=CC(=C(C=C1)Cl)F)C)F